2-(1H-imidazol-1-yl)-N-((1r,4r)-4-(methylsulfonyl)cyclohexyl)-5H-pyrrolo[3,2-d]pyrimidine-4-carboxamide N1(C=NC=C1)C=1N=C(C2=C(N1)C=CN2)C(=O)NC2CCC(CC2)S(=O)(=O)C